(2R,4R)-4-([1,1'-biphenyl]-3-yl)-N-((S)-1-(((6-amino-2-methylpyridin-3-yl)methyl)amino)-1-oxopropan-2-yl)pyrrolidine-2-carboxamide C1(=CC(=CC=C1)[C@H]1C[C@@H](NC1)C(=O)N[C@H](C(=O)NCC=1C(=NC(=CC1)N)C)C)C1=CC=CC=C1